3-{4-[(5-tert-butyl-2-hydroxyphenyl)methyl]phenyl}propanoic acid C(C)(C)(C)C=1C=CC(=C(C1)CC1=CC=C(C=C1)CCC(=O)O)O